(4-phenoxyphenyl)-1-(4'-(trifluoromethyl)-[1,4'-bipiperidin]-4-yl)-1H-pyrazolo[3,4-d]pyrimidin-4-amine O(C1=CC=CC=C1)C1=CC=C(C=C1)C1=NN(C2=NC=NC(=C21)N)C2CCN(CC2)C2(CCNCC2)C(F)(F)F